3-(5-(((1R,2S)-2-(3-(6-meth-oxypyridin-3-yl)azetidin-1-yl)cyclohexyl)oxy)-1-oxoisoindolin-2-yl)piperidine-2,6-dione COC1=CC=C(C=N1)C1CN(C1)[C@@H]1[C@@H](CCCC1)OC=1C=C2CN(C(C2=CC1)=O)C1C(NC(CC1)=O)=O